C1(=C(C(=CC=C1)C(=O)O)C(=O)O)C(=O)O.C(#N)C=1C=CC(=C(C1)C1=CC(=NC=C1C(=O)NC=1SC2=NC(=CC=C2N1)C1=CC=C(C=C1)C(=O)N1CCCC1)C)OC 4-(5-cyano-2-methoxyphenyl)-6-methyl-N-(5-(4-(pyrrolidine-1-carbonyl)phenyl)thiazolo[5,4-b]pyridin-2-yl)nicotinamide benzeneTricarboxylate